COC1=C(C=CC=C1)C1=CC=C(C=C1)CN(C=O)C1=C(C=CC=C1)C#CC=1C=CC=NC1 5-(2-{2-[N-({2'-Methoxy-[1,1'-biphenyl]-4-yl}methyl)formamido]phenyl}-ethynyl)pyridin